C(C)NC(O)=O Ethyl-carbamic acid